(Z)-Non-2-en-1-yl 6-((tert-butyldiphenylsilyl)oxy)hexanoate [Si](C1=CC=CC=C1)(C1=CC=CC=C1)(C(C)(C)C)OCCCCCC(=O)OC\C=C/CCCCCC